(S)-10-((5-Chloro-2-((3R,5R)-3-hydroxy-5-methylpiperidin-1-yl)pyrimidin-4-yl)amino)-2-cyclopropyl-3,3-difluoro-7-methyl-1,2,3,4-tetrahydro-[1,4]oxazepino[2,3-c]chinolin-6(7H)-on ClC=1C(=NC(=NC1)N1C[C@@H](C[C@H](C1)C)O)NC1=CC=2C3=C(C(N(C2C=C1)C)=O)OCC([C@@H](N3)C3CC3)(F)F